(S)-3-(2-(4-(4-ethoxy-6-oxo-1,6-dihydropyridin-3-yl)-2-fluorophenyl)acetamido)-N-(2-(2-methylpyrrolidin-1-yl)ethyl)-5-(trifluoromethyl)benzamide C(C)OC=1C(=CNC(C1)=O)C1=CC(=C(C=C1)CC(=O)NC=1C=C(C(=O)NCCN2[C@H](CCC2)C)C=C(C1)C(F)(F)F)F